C(C=C)(=O)N1CCN(CC1)C1=CC(=NC=2CN(CCC12)C1=CC=CC2=CC=CC(=C12)C)C(=O)NC[C@@H]1CN(CC1)C |r| rac-4-(4-acryloylpiperazin-1-yl)-7-(8-methylnaphthalen-1-yl)-N-((1-methylpyrrolidin-3-yl)methyl)-5,6,7,8-tetrahydro-1,7-naphthyridine-2-carboxamide